tert-Butyl 3-amino-4-(tert-butoxycarbonylamino)benzoate NC=1C=C(C(=O)OC(C)(C)C)C=CC1NC(=O)OC(C)(C)C